(S)-3-(benzo[d][1,3]dioxol-4-yloxy)-N-methyl-3-(5-iodothiophen-2-yl)propan-1-amine O1COC2=C1C=CC=C2O[C@@H](CCNC)C=2SC(=CC2)I